O=C1CC[C@H](N(C1)C(=O)OC(C)(C)C)C(=O)OC O1-tert-butyl O2-methyl (S)-5-oxopiperidine-1,2-dicarboxylate